N-{(1R)-1-[3-(difluoromethyl)-2-fluorophenyl]ethyl}-2-methyl-6-(1-oxa-6-azaspiro[3.3]heptan-6-yl)pyrido[3,4-d]pyrimidin-4-amine FC(C=1C(=C(C=CC1)[C@@H](C)NC=1C2=C(N=C(N1)C)C=NC(=C2)N2CC1(CCO1)C2)F)F